butylenebis-behenamide C(CCCCCCCCCCCCCCCCCCCCCCCCC(=O)N)CCCCCCCCCCCCCCCCCCCCCC(=O)N